5-methyl-N-(4-((methylsulfonyl)carbamoyl)-2-morpholinophenyl)-1H-pyrrole-2-carboxamide CC1=CC=C(N1)C(=O)NC1=C(C=C(C=C1)C(NS(=O)(=O)C)=O)N1CCOCC1